C1=CC=CC=2C3=CC=CC=C3C(C12)COC(=O)N([C@@H](CC(=O)O)C(=O)OC(C)(C)C)CC (S)-3-((((9H-fluoren-9-yl)methoxy)carbonyl)(ethyl)amino)-4-(tert-butoxy)-4-oxobutanoic Acid